((1R,3R)-2,2,3-Trimethyl-4-methylenecyclopentyl)-methanol CC1([C@@H](CC([C@H]1C)=C)CO)C